((1S,2S,4r)-rel-7-azabicyclo[2.2.1]hept-2-yl) carbamate C(N)(O[C@@H]1[C@@H]2CC[C@H](C1)N2)=O |o1:3,4,7|